NC1=CC(=C(C=C1)C=1C(=CC(N(N1)C)=O)C)Cl 6-(4-amino-2-chlorophenyl)-2,5-dimethylpyridazin-3(2H)-one